ClC=1C=C(C=C(C1)Cl)C=1C(=C(C=NC1)C#N)O 5-(3,5-dichlorophenyl)-4-hydroxypyridine-3-carbonitrile